BrC1=NC=C(C(=C1)OC=1C(=NC(=NC1)N)NCC)C(C)C 5-((2-bromo-5-isopropylpyridin-4-yl)oxy)-N4-ethylpyrimidine-2,4-diamine